1,3-dichloro-5-isopropylisoquinoline ClC1=NC(=CC2=C(C=CC=C12)C(C)C)Cl